CN(C1=NC(=NC(=C1)N1CC2(CCC1)CCCCC2)C(F)(F)F)CC2OCCCN(C2)S(=O)(=O)C N-methyl-N-((4-(methylsulfonyl)-1,4-oxazepan-2-yl)methyl)-6-(2-azaspiro[5.5]undecan-2-yl)-2-(trifluoromethyl)pyrimidin-4-amine